(S)-6-(tert-butyl)-N-((R)-3-oxo-1-phenylpropyl)-5,6,7,8-tetrahydrothieno[2,3-b]quinoline-2-carboxamide C(C)(C)(C)[C@@H]1CC=2C=C3C(=NC2CC1)SC(=C3)C(=O)N[C@H](CC=O)C3=CC=CC=C3